C(CCCCCCCCCCC)(=O)OC[C@H](CO)OC(CCCCCCCCCCC)=O (S)-3-hydroxypropane-1,2-diol di(dodecanoate)